C(#N)C=1C=C(C(=O)O[Li])C=CC1OCCN(C)C lithio 3-cyano-4-[2-(dimethylamino)ethoxy]benzoate